4-(4-((6-chloro-4-fluoropyridin-3-yl)ethynyl)benzyl)morpholine ClC1=CC(=C(C=N1)C#CC1=CC=C(CN2CCOCC2)C=C1)F